N-[5-(1H-benzimidazol-2-yl)-1-[(4-methoxyphenyl)methyl]-pyrazol-3-yl]furan-3-carboxamide N1C(=NC2=C1C=CC=C2)C2=CC(=NN2CC2=CC=C(C=C2)OC)NC(=O)C2=COC=C2